[C@H]12CNC[C@H](CC1)N2C2=CC(=C(C=C2)NC2=NC=C(C=N2)C(F)(F)F)OC(F)F 2-((4-((1R,5S)-3,8-diazabicyclo[3.2.1]octan-8-yl)-2-(difluoromethoxy)phenyl)amino)-5-(trifluoromethyl)pyrimidin